C(C)[C@@H]1OC(=C(C[C@@H]1C)C)CC (2s,3s)-2,6-diethyl-3,5-dimethyl-3,4-dihydro-2H-pyran